4-[3-[2,6-Dichloro-4-(6-hydroxy-6-methyl-2-azaspiro[3.3]heptan-2-yl)benzoyl]-2,4-dihydro-1,3-benzoxazin-8-yl]-5-fluoro-2-(3-oxa-8-azabicyclo[3.2.1]oct-8-yl)benzoic acid methyl ester COC(C1=C(C=C(C(=C1)F)C1=CC=CC=2CN(COC21)C(C2=C(C=C(C=C2Cl)N2CC1(C2)CC(C1)(C)O)Cl)=O)N1C2COCC1CC2)=O